tert-butyl N-[trans-4-[[3-[N'-(2-chloro-5-fluoro-phenyl)carbamimidoyl]-6-[5-(methanesulfonamidomethyl)-2-methyl-phenyl]pyrrolo[1,2-b]pyridazin-4-yl]amino]cyclohexyl]carbamate ClC1=C(C=C(C=C1)F)N=C(N)C1=C(C=2N(N=C1)C=C(C2)C2=C(C=CC(=C2)CNS(=O)(=O)C)C)N[C@@H]2CC[C@H](CC2)NC(OC(C)(C)C)=O